[Cl-].N1(CCCCCC1)C1=CC=C(C=N1)C[NH2+]CC1=CC=CC=2OCOC21 [6-(azepan-1-yl)-3-pyridyl]methyl-(1,3-benzodioxol-4-ylmethyl)ammonium chloride